C(C)OC(=O)C1=NN(C(=C1NC(C)=O)C)C1OCCCC1 E-4-acetamido-5-methyl-1-(tetrahydro-2H-pyran-2-yl)-1H-pyrazole-3-carboxylic acid ethyl ester